2-(4-(4-(5-((3,3-difluorocyclobutyl)carbamoyl)pyrimidin-2-yl)piperazine-1-carbonyl)phenyl)-1H-benzo[d]imidazole-4-carboxamide FC1(CC(C1)NC(=O)C=1C=NC(=NC1)N1CCN(CC1)C(=O)C1=CC=C(C=C1)C1=NC2=C(N1)C=CC=C2C(=O)N)F